((S)-tetrahydrofuran-3-yl) Methyl ketone CC(=O)[C@@H]1COCC1